C(N)(=O)C=1N(C2=CC(=CC=C2C1)OC(F)(F)F)C=1C=C(C=CC1)[C@]1([C@@H](C1)C(=O)O)C trans-2-(3-(2-carbamoyl-6-(trifluoromethoxy)-1H-indol-1-yl)phenyl)-2-methylcyclopropane-1-carboxylic acid